CN1N=C2C=CC(=CC2=C1C(=O)NC1C(NCC1)=O)OCC=1C(=NC=CC1)C(F)(F)F 2-methyl-N-(2-oxopyrrolidin-3-yl)-5-{[2-(trifluoromethyl)pyridin-3-yl]methoxy}-2H-indazole-3-carboxamide